ClC=1C=C(C=CC1)C(=O)N1CC(/C(/CC1)=C/C#CC1=NC(=CC=C1)OC)(C)C (3-chlorophenyl){(4E)-4-[3-(6-methoxypyridin-2-yl)prop-2-yn-1-ylidene]-3,3-dimethylpiperidin-1-yl}methanone